FC=1C=C2N(CCN(C2=CC1)C(CCN1CCN(CC1)C)=O)C1=CC=C(C=C1)F 1-(6-fluoro-4-(4-fluorophenyl)-3,4-dihydroquinoxalin-1(2H)-yl)-3-(4-methylpiperazin-1-yl)propan-1-on